ClC=1N=NC(=C(C1CN([C@@H](CO)C)C1=CC=C(C=C1)OC)C)Cl (2R)-2-{[(3,6-dichloro-5-methylpyridazin-4-yl)methyl][4-methoxyphenyl]amino}propan-1-ol